C1(CCCC1)C1=CC2=C(NC(O2)=O)C(=C1)C 6-Cyclopentyl-4-methylbenzo[d]oxazol-2(3H)-one